tert-butyl 3-(4-hydroxyphenyl)azetidine-1-carboxylate OC1=CC=C(C=C1)C1CN(C1)C(=O)OC(C)(C)C